Methyl 4-[(3,5-di-tert-butyl-2-ethoxyphenyl)amino]benzoate C(C)(C)(C)C=1C(=C(C=C(C1)C(C)(C)C)NC1=CC=C(C(=O)OC)C=C1)OCC